3-(2,2,2-trifluoroethyl)imidazole-4-carbaldehyde FC(CN1C=NC=C1C=O)(F)F